6,7-Dimethyl-3-((phenylamino)methyl)-4H-chromen-4-one CC=1C=C2C(C(=COC2=CC1C)CNC1=CC=CC=C1)=O